2-(7-((2S,5R)-4-(1-(5-cyclopropyl-6-fluoropyridin-2-yl)ethyl)-2,5-diethylpiperazin-1-yl)-4-methyl-5-oxo-4,5-dihydro-2H-pyrazolo[4,3-b]pyridin-2-yl)acetonitrile C1(CC1)C=1C=CC(=NC1F)C(C)N1C[C@@H](N(C[C@H]1CC)C=1C=2C(N(C(C1)=O)C)=CN(N2)CC#N)CC